1,2-dihydro-3H-pyrazolo[3,4-d]Pyrimidine N1NCC=2C1=NC=NC2